phosphoric acid tetracosyl ester C(CCCCCCCCCCCCCCCCCCCCCCC)OP(O)(O)=O